4-((4-(2-Isopropyloxazol-4-yl)pyridin-2-yl)((4-(4-methoxy-3-methylphenyl)bicyclo[2.2.2]octan-1-yl)methyl)carbamoyl)cyclohexyl-3-hydroxyazetidine C(C)(C)C=1OC=C(N1)C1=CC(=NC=C1)N(C(=O)C1CCC(CC1)N1CC(C1)O)CC12CCC(CC1)(CC2)C2=CC(=C(C=C2)OC)C